beta-resorcylate C(C=1C(O)=CC(O)=CC1)(=O)[O-]